C(#N)C1=C(C=CC(=C1)C1=NOC(=N1)C)C1=CC=C(C=C1)C(=O)NC1=NC=C(C(=C1)OCCN(C)C)C#N 2'-Cyano-N-(5-Cyano-4-(2-(dimethylamino)ethoxy)pyridin-2-yl)-4'-(5-methyl-1,2,4-oxadiazol-3-yl)-[1,1'-biphenyl]-4-carboxamid